(3R)-1'-(6-amino-5-((2-amino-3-chloropyridin-4-yl)thio)pyrazin-2-yl)spiro[bicyclo[3.1.0]hexane-2,4'-piperidin]-3-amine NC1=C(N=CC(=N1)N1CCC2(CC1)C1CC1C[C@H]2N)SC2=C(C(=NC=C2)N)Cl